ClC1=NNC(N1CC)=O 3-Chloro-4-ethyl-1H-1,2,4-triazol-5(4H)-one